ClC1=CC=C(C=C1)C1=N[C@H](C=2N(C3=C1C(=C(S3)C)C)C(=NN2)C)CC(=O)NCC2=CC=C(C(=O)NC3=C(C=CC=C3)NC(OC(C)(C)C)=O)C=C2 tert-butyl (S)-(2-(4-((2-(4-(4-chlorophenyl)-2,3,9-trimethyl-6H-thieno[3,2-f][1,2,4]triazolo[4,3-a][1,4]diazepin-6-yl)acetamido)methyl)benzamido)phenyl)carbamate